N=1C=C(N2C1C=NC=C2)N imidazo[1,2-A]pyrazin-3-amine